1-(3-(4-Chlorophenyl)-1,2,4-oxadiazol-5-yl)-N-(((S)-1-(((S)-1-methylpiperidin-3-yl)methyl)pyrrolidin-3-yl)methyl)piperidine-4-carboxamide ClC1=CC=C(C=C1)C1=NOC(=N1)N1CCC(CC1)C(=O)NC[C@H]1CN(CC1)C[C@@H]1CN(CCC1)C